Trifluoromethylalanine FC(F)(F)N[C@@H](C)C(=O)O